ClC=1C=NC=CC1C=1N=C(C2=C(N1)C=NC=C2)NC(C)(CC)C 2-(3-Chloropyridin-4-yl)-N-(2-methylbutan-2-yl)pyrido[3,4-d]pyrimidin-4-amine